FC1=C(C=C(C=C1)N1N=CC2=CC(=CC=C12)N1CCN(CC1)C(C)=O)O 1-(4-(1-(4-Fluoro-3-hydroxyphenyl)-1H-indazol-5-yl)piperazin-1-yl)ethan-1-one